CNC(C1=NC(=CC=C1)N1CC2=CC(=CC=C2CC1)OC1=CC=C(C=C1)C(F)(F)F)=O N-methyl-6-(7-(4-(trifluoromethyl)phenoxy)-3,4-dihydroisoquinolin-2(1H)-yl)picolin-amide